C(C1=CC=CC=C1)OC1=C(C=CC=C1)C=1OC2=C(C(N1)=O)C=CC=C2 2-[2-(benzyloxy)phenyl]-4H-benzo[e][1,3]oxazin-4-one